2-chloro-N4-([4-[1-cyclopropyl-4-(trifluoromethyl)imidazol-2-yl]phenyl]methyl)pyrimidine-4,5-diamine ClC1=NC=C(C(=N1)NCC1=CC=C(C=C1)C=1N(C=C(N1)C(F)(F)F)C1CC1)N